ClC1=CC(=C2C(=N1)C1(OCC2)COCC1)C(F)F 2'-Chloro-4'-(Difluoromethyl)-4,5,5',6'-Tetrahydro-2H-Spiro[Furan-3,8'-Pyrano[3,4-b]Pyridine]